C(C)(C)(C)OC(=O)NCC1=CSC2=C1CC(CC2)N(C(OCCCC)=O)C butyl N-[3-[(tert-butoxycarbonylamino)methyl]-4,5,6,7-tetrahydrobenzothiophen-5-yl]-N-methyl-carbamate